5-Chloro-3-methyl-2-phenyl-1-tosyl-1H-indole ClC=1C=C2C(=C(N(C2=CC1)S(=O)(=O)C1=CC=C(C)C=C1)C1=CC=CC=C1)C